(2R,4R)-2-Benzyl 1-Tert-Butyl 4-((S)-2-(Tert-Butoxycarbonylamino)-3,3-Dimethylbutanamido)-2-(4-(4,4,5,5-Tetramethyl-1,3,2-Dioxaborolan-2-yl)Butyl)Pyrrolidine-1,2-Dicarboxylate C(C)(C)(C)OC(=O)N[C@H](C(=O)N[C@@H]1C[C@@](N(C1)C(=O)OC(C)(C)C)(C(=O)OCC1=CC=CC=C1)CCCCB1OC(C(O1)(C)C)(C)C)C(C)(C)C